Methyl 2-(4-((4-chlorophenyl)amino)phenyl)propanoate ClC1=CC=C(C=C1)NC1=CC=C(C=C1)C(C(=O)OC)C